BrC1=C(OC2CC(C2)OCC2CCN(CC2)C(=O)OC(C)(C)C)C=CC(=C1)C(=O)OC tert-butyl 4-[[3-(2-bromo-4-methoxycarbonyl-phenoxy)cyclobutoxy]methyl]piperidine-1-carboxylate